di(3-tert-butyl-4-hydroxy-5-methylphenyl)propionate C(C)(C)(C)C=1C=C(C=C(C1O)C)C(C(=O)[O-])(C)C1=CC(=C(C(=C1)C)O)C(C)(C)C